1-(3-(4-(trifluoromethyl)phenyl)-1-oxa-7-azaspiro[4.4]non-3-en-7-yl)prop-2-en-1-one methyl-5-(((trifluoromethyl)sulfonyl)oxy)-2,3-dihydrobenzo[b]thiepine-8-carboxylate COC(=O)C=1C=CC2=C(SCCC=C2OS(=O)(=O)C(F)(F)F)C1.FC(C1=CC=C(C=C1)C=1COC2(C1)CN(CC2)C(C=C)=O)(F)F